CN1N=NC(=C1CN1N=CC(=CC1=O)N1CCCC1)C=1C=NC(=CC1)C 2-((3-methyl-5-(6-methyl-3-pyridyl)triazol-4-yl)methyl)-5-pyrrolidin-1-yl-pyridazin-3-one